N,N'-cycloheptyl-p-phenylenediamine C1(CCCCCC1)NC1=CC=C(C=C1)N